CN1CC(C1)(C)[C@@](C=1C=C(C=NC1)C1=NOC(=N1)CC(C)(C)NC(C([2H])([2H])[2H])=O)(C1=CC=C(C=C1)C(C)C)O (R)-N-(1-(3-(5-((1,3-dimethylazetidin-3-yl)(hydroxy)(4-isopropylphenyl)methyl)pyridin-3-yl)-1,2,4-oxadiazol-5-yl)-2-methylpropan-2-yl)acetamide-2,2,2-d3